(2-(dimethylamino)-3-fluorophenyl)boric acid CN(C1=C(C=CC=C1F)OB(O)O)C